C[C@H]1[C@@]([C@H](C(O1)OP(=O)([O-])OP(=O)([O-])OC[C@@H]2[C@H](C[C@@H](O2)N3C=C(C(=O)NC3=O)C)O)O)(CO)O The molecule is dianion of dTDP-L-dihydrostreptose arising from deprotonation of both free diphosphate OH groups. It is a conjugate base of a dTDP-L-dihydrostreptose.